FC=1C=C(C=CC1[N+](=O)[O-])N1CCN(CC1)C 1-(3-fluoro-4-nitrophenyl)-4-methylpiperazine